5-(6-(tert-butylsulfonyl)-7-methoxyimidazo[1,2-a]pyridin-3-yl)pyridin-2-amine C(C)(C)(C)S(=O)(=O)C=1C(=CC=2N(C1)C(=CN2)C=2C=CC(=NC2)N)OC